2-((1-ethylcyclohexyl)oxycarbonyl)ethyltrimethoxysilane C(C)C1(CCCCC1)OC(=O)CC[Si](OC)(OC)OC